FC1=C(C=CC(=C1)OC1=CC(=NC=C1)C(NC)=O)NC(=O)NC1=CC(=NN1C=1C=C2C=CC=NC2=CC1)C(C)C 1-(2-fluoro-4-(2-(methylcarbamoyl)pyridin-4-yloxy)phenyl)-3-(3-isopropyl-1-(quinolin-6-yl)-1H-pyrazol-5-yl)urea